ClC1=CC2=C(OCCN2)C(=C1)C1=CC(=NC=C1C(=O)NC=1SC(=NN1)OC)C 4-(6-chloro-3,4-dihydro-2H-benzo[b][1,4]oxazin-8-yl)-N-(5-methoxy-1,3,4-thiadiazol-2-yl)-6-methylnicotinamide